P(=O)([O-])(O)O.C(CC(=O)O)(=O)O.C(CC(=O)O)(=O)O.C(CC(=O)O)(=O)O.[Li+] lithium tri(malonate) phosphate